FC1=C(C(=NN1C)C(F)(F)F)C(=O)N 5-fluoro-1-methyl-3-trifluoromethyl-Pyrazol-4-ylcarboxamide